N-((1r,4r)-4-(difluoromethyl)cyclohexyl)-6-methyl-2-(1-methyl-1H-imidazol-5-yl)pyrimidine-4-carboxamide FC(C1CCC(CC1)NC(=O)C1=NC(=NC(=C1)C)C1=CN=CN1C)F